C1(CCC1)N[C@H]1CN(CCC1)C=1C=NC(=CC1)C1(COC1)N1N=NC(=C1)C=1C=NC=C(C1)C1CC1 (R)-N-cyclobutyl-1-(6-(3-(4-(5-cyclopropylpyridin-3-yl)-1H-1,2,3-triazol-1-yl)oxetan-3-yl)pyridin-3-yl)piperidin-3-amine